(E)-N'-(3-hydroxy-5-methylbenzylidene)-6-(4-methoxyphenyl)pyrazine-2-carbohydrazide OC=1C=C(\C=N\NC(=O)C2=NC(=CN=C2)C2=CC=C(C=C2)OC)C=C(C1)C